3-amino-2',4'-difluoro-2-iodo-6-(trifluoromethyl)-[1,1'-biphenyl]-4-carboxylic acid NC=1C(=C(C(=CC1C(=O)O)C(F)(F)F)C1=C(C=C(C=C1)F)F)I